zinc bis(N,N-dipentyldithiocarbamate) C(CCCC)N(C([S-])=S)CCCCC.C(CCCC)N(C([S-])=S)CCCCC.[Zn+2]